N-(2-(1-(1-phenyl-1H-imidazo[4,5-b]pyridin-7-yl)piperidin-4-yl)ethyl)sulfamide C1(=CC=CC=C1)N1C=NC2=NC=CC(=C21)N2CCC(CC2)CCNS(=O)(=O)N